CN1C(=NN=C1)C1=CC=C(C#N)C=C1 4-(4-methyl-1,2,4-triazol-3-yl)benzonitrile